3,6-bis(2-methyl-2-morpholino-propionyl)-9-n-octylcarbazole CC(C(=O)C=1C=CC=2N(C3=CC=C(C=C3C2C1)C(C(C)(C)N1CCOCC1)=O)CCCCCCCC)(C)N1CCOCC1